N1=CC=C(C=C1)C=1N=C(C2=C(N1)C=NC=C2)N2CCC1(CCN(C1)CC1(COC1)O)CC2 3-((8-(2-(Pyridin-4-yl)pyrido[3,4-d]pyrimidin-4-yl)-2,8-diazaspiro[4.5]decan-2-yl)methyl)oxetan-3-ol